BrCCCCCCC\C=C/CCO (3Z)-11-bromo-3-undecene-1-ol